di-butene phosphate P(=O)(O)(O)O.C=CCC.C=CCC